CC1=CC=C(C=C1)S(=O)(=O)OC[C@H]1OC[C@@H](CC1)NS(NC)(=O)=O ((2S,5R)-5-((N-Methylsulfamoyl)amino)tetrahydro-2H-pyran-2-yl)methyl 4-methylbenzenesulfonate